4-[1-(4-Chloro-phenyl)-1H-[1,2,3]triazol-4-yl]-1-[2-(4-methoxy-phenyl)-ethyl]-piperidine ClC1=CC=C(C=C1)N1N=NC(=C1)C1CCN(CC1)CCC1=CC=C(C=C1)OC